O1[C@@H](CO[C@@H](C1)CO)CO ((2r,5r)-1,4-dioxane-2,5-diyl)dimethanol